7-chloro-2-(2-cyclopropyl-4,5-difluorophenyl)-8-hydroxy-3-((3-(trifluoromethyl)isoxazol-5-yl)methyl)benzo[4,5]thieno[2,3-d]pyrimidin-4(3H)-one ClC1=C(C2=C(C3=C(N=C(N(C3=O)CC3=CC(=NO3)C(F)(F)F)C3=C(C=C(C(=C3)F)F)C3CC3)S2)C=C1)O